6-[[(2S)-2-amino-5-[bis(2-aminoethyl)amino]-5-oxo-pentanoyl]amino]hexanoic acid benzyl ester C(C1=CC=CC=C1)OC(CCCCCNC([C@H](CCC(=O)N(CCN)CCN)N)=O)=O